ClC1=CC=C2C(=CNC2=C1SC)S(=O)(=O)NC1=NC(=C(C(=N1)OC)CC(F)F)OC 6-chloro-N-[5-(2,2-difluoroethyl)-4,6-dimethoxy-pyrimidin-2-yl]-7-methylsulfanyl-1H-indole-3-sulfonamide